7-Methyl-6-((4-phenylthiophen-2-yl)sulfonyl)-6-azaspiro[3.4]octane CC1N(CC2(CCC2)C1)S(=O)(=O)C=1SC=C(C1)C1=CC=CC=C1